(E)-benzeneoctanone oxime C1(=CC=CC=C1)CCCCCC/C(/C)=N/O